FC(C1=CC=C2C(=CC=NC2=C1)NC1=NC(=C2N1C=CC=C2)C)F 7-(difluoromethyl)-N-(1-methylimidazo[1,5-a]pyridin-3-yl)quinolin-4-amine